FC(CN1C(N(CC1)[C@@H](CC(=O)O)C=1C=NC(=CC1)OC)=O)(CC1=NC=2NCCCC2C=C1)F (S)-3-(3-(2,2-difluoro-3-(5,6,7,8-tetrahydro-1,8-naphthyridin-2-yl)propyl)-2-oxoimidazolidin-1-yl)-3-(6-methoxypyridin-3-yl)propanoic Acid